pyridine-2,6-diyl-bismaleimide N1=C(C=CC=C1C=1C(=O)NC(C1)=O)C=1C(=O)NC(C1)=O